CN(CCC[Sn](CC)(CCCN(C)C)CCCN(C)C)C Tris(3-dimethylaminopropyl)ethyl-tin